N-((4-fluorophenyl)(methyl)(oxo)-λ6-sulfanylidene)-2-(4-(5-(trifluoromethyl)-1,2,4-oxadiazol-3-yl)phenyl)acetamide FC1=CC=C(C=C1)S(=NC(CC1=CC=C(C=C1)C1=NOC(=N1)C(F)(F)F)=O)(=O)C